O=C1NC(CCC1N1C(C2=CC=C(C=C2C1=O)C1(CCN(CC1)CC1=CC=C(C(=O)NCC)C=C1)O)=O)=O 4-((4-(2-(2,6-dioxopiperidin-3-yl)-1,3-dioxoisoindolin-5-yl)-4-hydroxypiperidin-1-yl)methyl)-N-ethylbenzamide